benzo[c]indol-2-one C1C23C(=CN=C2C=CC1=O)C=CC=C3